[4-[4-[4-(2-methylprop-2-enoyloxy)phenyl]-3-[(E)-prop-1-enyl]phenyl]phenyl] 2-methylprop-2-enoate CC(C(=O)OC1=CC=C(C=C1)C1=CC(=C(C=C1)C1=CC=C(C=C1)OC(C(=C)C)=O)\C=C\C)=C